imidazoquinolinone N=1C(N=C2C=CC=3C=CC=NC3C21)=O